tert-Butyl (14-((2-(2,6-dioxopiperidin-3-yl)-1,3-dioxoisoindolin-4-yl)amino)-14-oxo-3,6,9,12-tetraoxatetradecyl)carbamate O=C1NC(CCC1N1C(C2=CC=CC(=C2C1=O)NC(COCCOCCOCCOCCNC(OC(C)(C)C)=O)=O)=O)=O